iso-glutamine N[C@@H](CCC(=O)O)C(N)=O